Difluoroaminomethanesulfonic acid FN(F)CS(=O)(=O)O